N1C(=NC2=C1C=CC=C2)CN(C(OC(C)(C)C)=O)C tert-butyl N-(1H-benzimidazol-2-ylmethyl)-N-methyl-carbamate